FC(OC1=CC=C(C=N1)C(C)=O)F (6-(difluoromethoxy)pyridin-3-yl)ethan-1-one